3-{[1-({(3R,4R)-1-[(4-bromo-1-methyl-1H-pyrrol-2-yl)carbonyl]-3-phenylpiperidin-4-yl}carbonyl)-4-hydroxypiperidin-4-yl]methyl}-7-methyl-3,7-dihydro-4H-pyrrolo[2,3-d]pyrimidin-4-one BrC=1C=C(N(C1)C)C(=O)N1C[C@H]([C@@H](CC1)C(=O)N1CCC(CC1)(O)CN1C=NC2=C(C1=O)C=CN2C)C2=CC=CC=C2